dioctanoyl-amide C(CCCCCCC)(=O)[N-]C(CCCCCCC)=O